FC=1C(NC(N(C1)[C@H]1[C@@H]([C@@H]([C@H]2C[C@H](CC=C12)O)O)O)=O)=O 5-fluoro-1-((1R,2S,3R,3aS,5S)-2,3,5-trihydroxy-2,3,3a,4,5,6-hexahydro-1H-inden-1-yl)pyrimidine-2,4(1H,3H)-dione